lithium 2-((4-(7-(((2s,5r)-5-(azetidine-1-sulfonylamino) tetrahydro-2H-pyran-2-yl) methyl)-2,7-diazaspiro[3.5]non-2-yl) pyrimidin-5-yl) oxy)-5-fluorobenzoate N1(CCC1)S(=O)(=O)N[C@@H]1CC[C@H](OC1)CN1CCC2(CN(C2)C2=NC=NC=C2OC2=C(C(=O)[O-])C=C(C=C2)F)CC1.[Li+]